1-(4-amino-but-2-enyl)-3,5-difluoro-[1,3,5]triazine-2,4,6-trione NCC=CCN1C(N(C(N(C1=O)F)=O)F)=O